5-chloro-3-methylquinazolin ClC=1C2=CN(CN=C2C=CC1)C